COC1(C=C(C(C(C1)(C)C)=O)C#N)C1=NC=C(C=N1)C 3-methoxy-5,5-dimethyl-3-(5-methylpyrimidin-2-yl)-6-oxocyclohex-1-ene-1-carbonitrile